C(C)(C)(C)OC(=O)N(C1=NC=CC(=C1)C=1OC=C(N1)C(=O)OCC)CC1CC1 2-Ethyl 2-[2-[tert-butoxycarbonyl(cyclopropylmethyl)amino]-4-pyridyl]oxazole-4-carboxylate